BrC=1C(=C2C(=NC1)N=C(N2)C2=C(N(C(=C2)C)C2=C(C=C(C=C2)C(C(=O)N)N2CCN(CC2)C)C)C)N[C@@H]2CN(CC2)S(=O)(=O)CC (4-(3-(6-bromo-7-(((S)-1-(ethylsulfonyl)pyrrolidin-3-yl)amino)-1H-imidazo[4,5-b]pyridin-2-yl)-2,5-dimethyl-1H-pyrrol-1-yl)-3-methylphenyl)-2-(4-methylpiperazin-1-yl)acetamide